2-(2-chlorophenyl)-N-(3-sulfamoyl-4-(((tetrahydrofuran-3-yl)oxy)methyl)phenyl)acetamide ClC1=C(C=CC=C1)CC(=O)NC1=CC(=C(C=C1)COC1COCC1)S(N)(=O)=O